FC1(CC1)C(=O)N[C@H](C(=O)N1[C@@H](C[C@H](C1)O)C(=O)NCC1=C(OCCCCCC(=O)O)C=C(C=C1)C1=C(N=CS1)C)C(C)(C)C 6-(2-(((2S,4R)-1-((S)-2-(1-fluorocyclopropanecarboxamido)-3,3-dimethylbutanoyl)-4-hydroxypyrrolidine-2-carboxamido)methyl)-5-(4-methylthiazol-5-yl)phenoxy)hexanoic acid